1-((((S)-1-(2-chlorophenyl)-2-oxocyclohexyl)(methyl)carbamoyl)oxy)ethyl (tert-butoxycarbonyl)-L-valinate C(C)(C)(C)OC(=O)N[C@@H](C(C)C)C(=O)OC(C)OC(N(C)[C@]1(C(CCCC1)=O)C1=C(C=CC=C1)Cl)=O